CC(C(C(=O)OC)OS(=O)(=O)C1=CC=C(C)C=C1)C methyl 3-methyl-2-(toluene-4-sulfonyloxy)-butyrate